CN1N=CC(=C1)C=1C=CC=C2C(=NC(=NC12)N1CCOCC1)NN=CC1=CC(=CC=C1)C 4-(8-(1-methyl-1H-pyrazol-4-yl)-4-(2-(3-methylbenzylidene)hydrazinyl)quinazolin-2-yl)morpholine